Magnesium Tetraphenylborate C1(=CC=CC=C1)[B-](C1=CC=CC=C1)(C1=CC=CC=C1)C1=CC=CC=C1.[Mg+2].C1(=CC=CC=C1)[B-](C1=CC=CC=C1)(C1=CC=CC=C1)C1=CC=CC=C1